9-((3r,5s,6r)-5-amino-6-(2,5-difluorophenyl)tetrahydro-2H-pyran-3-yl)-4,6-bistrifluoromethyl-7,8,9,10-tetrahydropyrido[4',3':3,4]pyrazolo[1,5-a]pyrimidine N[C@H]1C[C@H](CO[C@@H]1C1=C(C=CC(=C1)F)F)N1CC2=C(N(N3C2=NC=CC3C(F)(F)F)C(F)(F)F)CC1